ClC1=CC=C(C=C1)C=1C=2C(=C(SC2N2C(=NN=C2[C@H](N1)CC(=O)NCCCNC(OC1CC\C=C\CCC1)=O)C)C)C (4E)-cyclooct-4-en-1-yl N-(3-{2-[(9R)-7-(4-chlorophenyl)-4,5,13-trimethyl-3-thia-1,8,11,12-tetraazatricyclo[8.3.0.02,6]trideca-2(6),4,7,10,12-pentaen-9-yl]acetamido}propyl)carbamate